NCC=1C=C(C=O)C=CC1OC1CC1 3-(AMINOMETHYL)-4-CYCLOPROPOXYBENZALDEHYDE